tert-Butyl 2-(4-iodophenyl)-1H-pyrrolo[2,3-c]pyridine-1-carboxylate IC1=CC=C(C=C1)C1=CC=2C(=CN=CC2)N1C(=O)OC(C)(C)C